(S)-N-(2,5-dioxopyrrolidin-3-yl)-3-nitrobenzamide O=C1NC(C[C@@H]1NC(C1=CC(=CC=C1)[N+](=O)[O-])=O)=O